(ethylimino)(methyl)(2-(4-(1-(2-methylbenzo[d]thiazol-5-yl)ethyl)piperazin-1-yl)pyrimidin-5-yl)-λ6-sulfanone C(C)N=S(=O)(C=1C=NC(=NC1)N1CCN(CC1)C(C)C=1C=CC2=C(N=C(S2)C)C1)C